C(C)C1(C(NC2=CC=C(C=C12)/C=N/N(CC(C)C)C1=NS(C2=C1C=CC(=C2)O)(=O)=O)=O)CC 3,3-Diethyl-5-[(E)-[(6-hydroxy-1,1-dioxo-1,2-benzothiazol-3-yl)-isobutyl-hydrazono]-methyl]indolin-2-on